(3-methyl-4-{[1,2,4]triazolo[1,5-a]pyridin-7-ylmethyl}phenyl)-6-[(2S)-2-methylpiperazin-1-yl]pyrimido[5,4-d][1,3]diazin-4-amine hydrochloride Cl.CC=1C=C(C=CC1CC1=CC=2N(C=C1)N=CN2)C=2N=C(C1=C(N2)C=NC(=N1)N1[C@H](CNCC1)C)N